ClC1=CC=C(CN2[C@]3(CCN(C3)C3=CC(=NC=C3)C)C(N(CC2=O)C(C)C)=O)C=C1 (S)-6-(4-chlorobenzyl)-9-isopropyl-2-(2-methylpyridin-4-yl)-2,6,9-triazaspiro[4.5]decane-7,10-dione